C1C(CC12CCC2)CC(=O)Cl 2-(spiro[3.3]heptan-2-yl)acetyl chloride